rel-(3R,4R)-4-(((6-(cyclopropyl(2-fluoro-4-(1H-pyrazol-1-yl)benzyl)amino)-5-fluoropyrimidin-4-yl)amino)methyl)piperidine-3,4-diol C1(CC1)N(C1=C(C(=NC=N1)NC[C@]1([C@@H](CNCC1)O)O)F)CC1=C(C=C(C=C1)N1N=CC=C1)F |o1:12,13|